[Si](C)(C)(C(C)(C)C)OC[C@](CCCC)(C)NC=1C2=C(N=C(N1)NCC1=C(C=C(C=C1)OC)OC)C=C(N=C2)Cl (R)-N4-(1-((tert-butyldimethylsilyl)oxy)-2-methylhex-2-yl)-7-chloro-N2-(2,4-dimethoxybenzyl)pyrido[4,3-d]pyrimidine-2,4-diamine